O=C1N(C(C=C1)=O)CCNC(CNC(OC(C)(C)C)=O)=O tert-butyl (2-((2-(2,5-dioxo-2,5-dihydro-1H-pyrrole-1-yl)ethyl)amino)-2-oxoethyl)carbamate